FC=1C=C(C=C(C1Br)F)B1OC(C)(C)C(C)(C)O1 3,5-difluoro-4-bromophenylboronic acid pinacol ester